ClC=1N=NC(=C(C1CNC(OC(C)(C)C)=O)C)Cl tert-butyl [(3,6-dichloro-5-methylpyridazin-4-yl)methyl]carbamate